[N+](=[N-])=CC(CC[C@@H](C(=O)OCC)NC(CC(C)(C)C1=CC(C(=C(C1=O)C)C)=O)=O)=O Ethyl (S)-6-diazo-2-(3-(4,5-dimethyl-3,6-dioxocyclohexa-1,4-dien-1-yl)-3-methylbutyrylamino)-5-oxohexanoate